4-(((S)-3-aminopyrrolidin-1-yl)-6-methylquinazolin-2-yl)-1-((tetrahydrofuran-3-yl)imino)-2,3,4,5-tetrahydro-benzo[f][1,4]thiazepine N[C@@H]1CN(CC1)C1=NC(=NC2=CC=C(C=C12)C)N1CCS(C2=C(C1)C=CC=C2)=NC2COCC2